7-((1r,4r)-4-(2-Fluoro-6-methylphenyl)cyclohexyl)-2-(2,2,2-trifluoroethyl)-5-((3-(trifluoromethyl)pyridin-2-yl)methyl)pyrido[2,3-b]pyrazin-6(5H)-one FC1=C(C(=CC=C1)C)C1CCC(CC1)C1=CC=2C(=NC=C(N2)CC(F)(F)F)N(C1=O)CC1=NC=CC=C1C(F)(F)F